ClC1=C(C=C2C(=NNC2=C1)CCC(=O)O)C1=CC=C(C=C1)C1=C(C2=C(CCO2)C=C1)O 3-(6-chloro-5-(4-(7-hydroxy-2,3-dihydrobenzofuran-6-yl)phenyl)-1H-indazol-3-yl)propanoic acid